amino-8-benzyl-4-(5-methylfuran-2-yl)pteridin-7(8H)-one NC1=NC=2N(C(C=NC2C(=N1)C=1OC(=CC1)C)=O)CC1=CC=CC=C1